C(C)C1=NN(C2=C1C(NCC1(CCOCC1)C2)=O)C[C@H](COC(C2=CC=C(C=C2)S(=O)(=O)N2CCN(CC2)C(C)=O)=O)C 4-(4-Acetylpiperazin-1-yl)sulphonylbenzoic acid [(2R)-3-(3-ethyl-4-oxo-spiro[6,8-dihydro-5H-pyrazolo[4,3-c]azepin-7,4'-tetrahydropyran]-1-yl)-2-methyl-propyl] ester